ClC=1C=2N(C=C(N1)C=1C=C(C=CC1)[C@@H](C)N(C(=O)NCC=1SC=C(N1)CCO)CC)C=CN2 (R)-1-(1-(3-(8-chloroimidazo[1,2-a]pyrazin-6-yl)phenyl)ethyl)-1-ethyl-3-((4-(2-hydroxyethyl)thiazol-2-yl)methyl)urea